rel-N-[(3S,4R)-6-oxo-4-({[(1s,4S)-4-phenylcyclohexyl]oxy}methyl)-7-(propan-2-yl)-1,3,4,6-tetrahydro-2H-quinolizin-3-yl]ethanesulfonamide O=C1N2[C@H]([C@H](CCC2=CC=C1C(C)C)NS(=O)(=O)CC)COC1CCC(CC1)C1=CC=CC=C1 |o1:3,4|